CN[C@@H]1COC(C2=CC(=CC=C12)C=1C=NC(=NC1)C)C (4S)-N,1-dimethyl-7-(2-methyl-pyrimidin-5-yl)isochroman-4-amine